N-(3-(2-(2-(3-aminopropoxy)ethoxy)ethoxy)propyl)-2-((2-(2,6-dioxopiperidin-3-yl)-1,3-dioxoisoindolin-4-yl)oxy)acetamide trifluoroacetate salt FC(C(=O)O)(F)F.NCCCOCCOCCOCCCNC(COC1=C2C(N(C(C2=CC=C1)=O)C1C(NC(CC1)=O)=O)=O)=O